C(C)(C)(C)OC(=O)N1CC2(C1)CC(C2)CNS(=O)(=O)C2=CC(=C(C=C2)Br)C.OC2=C(C=CC(=C2O)O)CC(CCC)=O 2,3,4-trihydroxyphenyl-pentanone tert-butyl-6-(((4-bromo-3-methylphenyl)sulfonamido)methyl)-2-azaspiro[3.3]heptane-2-carboxylate